N-(2-(1-cyclopentyl-5-methoxy-1H-indol-3-yl)ethyl)benzenesulfonamide C1(CCCC1)N1C=C(C2=CC(=CC=C12)OC)CCNS(=O)(=O)C1=CC=CC=C1